C1CC12C=CC=C2 spiro[2.4]hept-4,6-diene